C(C=C)OCC1=CC=C(C=C1)COCC=C 1,4-diallyloxymethyl-benzene